O=C1NC(CCC1N1C(N(C2=C1C=CC(=C2)C2=CC=C(C=C2)N2C[C@@H](CC2)N(C(OC(C)(C)C)=O)C)C)=O)=O tert-butyl N-[(3R)-1-{4-[1-(2,6-dioxopiperidin-3-yl)-3-methyl-2-oxo-1,3-benzodiazol-5-yl]phenyl}pyrrolidin-3-yl]-N-methylcarbamate